6-chloro-2-(2-chloro-4-fluorobenzyl)-1H-benzimidazole ClC=1C=CC2=C(NC(=N2)CC2=C(C=C(C=C2)F)Cl)C1